ClC(C1=NC(=NO1)C1=CC(=C(CP(NC=2C=NC=CC2)(=O)C)C=C1)F)(F)F P-(4-(5-(chlorodifluoromethyl)-1,2,4-oxadiazol-3-yl)-2-fluorobenzyl)-P-methyl-N-(pyridin-3-yl)phosphinic amide